acetone-oxime CC(C)=NO